3-(4-Hydroxy-1-carbonylisoindolin-2-yl)piperidine-2,6-dione OC1=C2CN(C(C2=CC=C1)=C=O)C1C(NC(CC1)=O)=O